D-Glucopyranose-6-(hydrogen sulfate) S(=O)(=O)(O)OC[C@@H]1[C@H]([C@@H]([C@H](C(O)O1)O)O)O